7-Bromophthalazin-1(2H)-one BrC1=CC=C2C=NNC(C2=C1)=O